CN1CCN(CC1)C=1C=CC(=NC1)NC=1N=CC2=C(N1)C(=NC(=C2)CO)C2=CC=CC=C2 [2-[[5-(4-methylpiperazin-1-yl)pyridin-2-yl]amino]-8-phenylpyrido[3,4-d]pyrimidin-6-yl]methanol